TERT-BUTYL 5-(4-AMINO-7-ISOPROPYL-7H-PYRROLO[2,3-D]PYRIMIDIN-5-YL)-4-FLUOROINDOLINE-1-CARBOXYLATE NC=1C2=C(N=CN1)N(C=C2C=2C(=C1CCN(C1=CC2)C(=O)OC(C)(C)C)F)C(C)C